C(C)C=1C=C(C(N(N1)C)=O)C=1C(=CC(=C(C1)N(S(=O)(=O)C(F)(F)F)S(=O)(=O)C(F)(F)F)C)C N-[5-(6-ethyl-2-methyl-3-oxo-pyridazin-4-yl)-2,4-dimethyl-phenyl]-1,1,1-trifluoro-N-(trifluoromethylsulfonyl)methanesulfonamide